COC=1C=C(CN(C2=CC=C(C=C2)COCCOCCN2CCOCC2)CC2=CC=C3C=CC=NC3=C2)C=CC1 N-(3-methoxybenzyl)-4-((2-(2-morpholinoethoxy)ethoxy)methyl)-N-(quinolin-7-ylmethyl)aniline